C(C)NC=1N=CC(=C2C=C(N=CC12)C1(CC1)C(=O)N)C1=CC=CC=C1 (8-(ethylamino)-5-phenyl-2,7-naphthyridin-3-yl)cyclopropanecarboxamide